CNC[C@H](C)OC1=NC=CC(=C1)CCCNCCOC1=CC(=CC=C1)CCC (S)-N-methyl-2-((4-(3-((2-(3-propylphenoxy)ethyl)amino)propyl)pyridin-2-yl)oxy)propan-1-amine